C(C)(C)(C)OC(=O)N[C@@H]1[C@@H](CN(C1)C1=NC=NC(=N1)C1=CC=C(C=C1)OC1=NC=C(C=C1F)Cl)C(=O)O (3R,4R)-4-((tert-Butoxycarbonyl)amino)-1-(4-(4-((5-chloro-3-fluoropyridin-2-yl)oxy)phenyl)-1,3,5-triazin-2-yl)pyrrolidine-3-carboxylic acid